S1=CCCCC1 thiacyclohexene